tert-butyl 2-((2-((5-chloro-2-(4-chloro-1H-1,2,3-triazol-1-yl)phenyl)amino)-2-oxoethyl)amino)-3-cyclobutylpropanoate ClC=1C=CC(=C(C1)NC(CNC(C(=O)OC(C)(C)C)CC1CCC1)=O)N1N=NC(=C1)Cl